N-(2-Chloro-6-methylphenyl)-2-([6-[4-(2-hydroxyethyl)-1-piperazinyl]-2-methyl-4-pyrimidinyl]amino)-5-thiazolecarboxamide ClC1=C(C(=CC=C1)C)NC(=O)C1=CN=C(S1)NC1=NC(=NC(=C1)N1CCN(CC1)CCO)C